C1(CC1)C1=C(C=NC2=CC=CN=C12)NC1=CC=C(C=C1)C(C)N(C(=O)C1CCC1)C N-(1-(4-((4-cyclopropyl-1,5-naphthyridin-3-yl)amino)phenyl)ethyl)-N-methylcyclobutanecarboxamide